(2S,4R)-1-[(2S)-2-(4-cyclopropyltriazol-1-yl)-3,3-dimethyl-butanoyl]-4-hydroxy-N-[(2R,3S)-2-(3-methyl-1,2,4-oxadiazol-5-yl)tetrahydrofuran-3-yl]pyrrolidine-2-carboxamide C1(CC1)C=1N=NN(C1)[C@H](C(=O)N1[C@@H](C[C@H](C1)O)C(=O)N[C@@H]1[C@@H](OCC1)C1=NC(=NO1)C)C(C)(C)C